S1C(=CC(=C1)C(=O)OC)C(=O)OC dimethyl 2,4-thiophenedicarboxylate